C(C1=CC=CC=C1)(=O)N1C(=O)NC(=O)NC1=O benzoyl-isocyanuric acid